(R)-4-(2-(hydroxymethyl)azetidin-1-yl)-1-(o-tolyl)-7-(trifluoromethyl)pyrido-[2,3-d]pyrimidin-2(1H)-one OC[C@@H]1N(CC1)C=1C2=C(N(C(N1)=O)C1=C(C=CC=C1)C)N=C(C=C2)C(F)(F)F